4-[(R)-(4-{2-[3-(Fluoromethyl)azetidin-1-yl]ethoxy}phenyl)(hydroxy)methyl]-3-[2-fluoro-4-(trifluoromethyl)phenyl]quinolin-7-ol FCC1CN(C1)CCOC1=CC=C(C=C1)[C@H](C1=C(C=NC2=CC(=CC=C12)O)C1=C(C=C(C=C1)C(F)(F)F)F)O